Ethyl 2-(2-chloro-4-((5-oxo-4-(4-(trifluoromethoxy)phenyl)-4,5-di-hydro-1H-1,2,4-triazol-1-yl)methyl)-phenoxy)-2-methylpropionate ClC1=C(OC(C(=O)OCC)(C)C)C=CC(=C1)CN1N=CN(C1=O)C1=CC=C(C=C1)OC(F)(F)F